1-(((2,7-dichloro-8-fluoropyrido[4,3-d]pyrimidin-4-yl)amino)methyl)cyclohexane ClC=1N=C(C2=C(N1)C(=C(N=C2)Cl)F)NCC2CCCCC2